4-(4-((4-(ethylamino)-5-(trifluoromethyl)-7H-pyrrolo[2,3-d]pyrimidin-2-yl)amino)-3-methoxyphenyl)-1-(tetrahydro-2H-pyran-4-yl)-1,4-azaphosphinane 4-oxide C(C)NC=1C2=C(N=C(N1)NC1=C(C=C(C=C1)P1(CCN(CC1)C1CCOCC1)=O)OC)NC=C2C(F)(F)F